(S)-5,6-dichloro-1'-(2-hydroxyacetyl)spiro[indoline-3,3'-pyrrolidin]-2-one ClC=1C=C2C(=CC1Cl)NC([C@]21CN(CC1)C(CO)=O)=O